FC(C1=CC=C(COC2=CC=C(CNC(=O)[C@H]3NCCC3)C=C2)C=C1)(F)F (S)-2-((4-((4-(trifluoromethyl)benzyl)oxy)benzyl)carbamoyl)pyrrolidine